N7-(4,4-dimethyltetralin-1-yl)-2-(methoxymethyl)pyrazolo[1,5-a]pyrimidine-3,7-dicarboxamide CC1(CCC(C2=CC=CC=C12)NC(=O)C1=CC=NC=2N1N=C(C2C(=O)N)COC)C